O1CCC(CC1)OC1=NC=C(C=C1)B1OC(C(O1)(C)C)(C)C 2-((tetrahydro-2H-pyran-4-yl)oxy)-5-(4,4,5,5-tetramethyl-1,3,2-dioxaborolan-2-yl)pyridine